NC1=NN2C(N=C(C=C2N)N)=C1C#N 2,5,7-triamino-3-cyanopyrazolo[1,5-a]pyrimidine